2-[(6-methoxy-2-methyl-1,2,3,4-tetrahydroisoquinolin-7-yl)amino]-4-[(1,2,3,4-tetrahydroisoquinolin-5-yl)amino]pyrimidine-5-carboxamide COC=1C=C2CCN(CC2=CC1NC1=NC=C(C(=N1)NC1=C2CCNCC2=CC=C1)C(=O)N)C